(R)-4-((2-(Trifluoromethyl)phenyl)sulfonyl)morpholine FC(C1=C(C=CC=C1)S(=O)(=O)N1CCOCC1)(F)F